C(C)OC(CC1=CC(=C(C=C1)CN1C2=NC(=NC(=C2N=C1OC)N)OCCCC)OC)=O Ethyl-2-(4-((6-amino-2-butoxy-8-methoxy-9H-purin-9-yl)methyl)-3-methoxy-phenyl)acetate